O=C(\C(=C(\C)/O[Fe](O\C(\C)=C(/C(C)=O)\C1=C(C(=NC(=C1F)C(F)(F)F)F)F)O\C(\C)=C(/C(C)=O)\C1=C(C(=NC(=C1F)C(F)(F)F)F)F)\C1=C(C(=NC(=C1F)C(F)(F)F)F)F)C tris(((Z)-4-oxo-3-(2,3,5-trifluoro-6-(trifluoromethyl)pyridin-4-yl)pent-2-en-2-yl)oxy)iron